ClC1=C(C#N)C(=CC=C1)N1N=CC(=C1)C1=CN(C(C=C1C=1C=NC(=CC1)N(C)C)=O)C 2-chloro-6-{4-[6-(dimethylamino)-1'-methyl-6'-oxo-1',6'-dihydro-[3,4'-bipyridine]-3'-yl]-1H-pyrazol-1-yl}benzonitrile